Cl.NC1=CC=C(C=C1)CC1CCN(CC1)C1=CC=C(NC2C(NC(CC2)=O)=O)C=C1 3-[4-[4-[(4-aminophenyl)methyl]-1-piperidinyl]anilino]piperidine-2,6-dione HCl salt